O=C(/C=C/C1=CC=C(C(=O)OC2[C@@H]([C@@H]3CC[C@H]([C@@H]4CC[C@@]5(OO[C@]43[C@H](O2)O5)C)C)C)C=C1)C1=CC=CC=C1 [(1S,4S,5R,8S,9R,12R,13R)-1,5,9-Trimethyl-11,14,15,16-tetraoxatetracyclo[10.3.1.04,13.08,13]hexadecan-10-yl] 4-[(E)-3-oxo-3-phenylprop-1-enyl]benzoate